CS(=O)(=O)C=1C=CC(=C(C(=O)NC23CC(C2)(C3)C(F)(F)F)C1)NS(=O)(=O)C1=CC=C(C=C1)S(F)(F)(F)(F)F 5-(methylsulfonyl)-2-((4-(pentafluoro-λ6-sulfanyl)phenyl)sulfonamido)-N-(3-(trifluoromethyl)bicyclo[1.1.1]pentan-1-yl)benzamide